N(=[N+]=[N-])CC(C)(N=[N+]=[N-])C1=CC=CC=C1 (1,2-Diazidopropan-2-yl)benzene